COS(=O)(=O)OC.C(C(=C)C)(=O)OCC[NH3+] methacryloxyethyl-ammonium dimethyl-sulfate